(S)-2-(1-propenoyl-4-(2-((1-aminocyclopropyl)methoxy)-7-(3-hydroxynaphthalen-1-yl)-5,6,7,8-tetrahydropyrido[3,4-d]pyrimidin-4-yl)piperazin-2-yl)acetonitrile C(C=C)(=O)N1[C@H](CN(CC1)C=1C2=C(N=C(N1)OCC1(CC1)N)CN(CC2)C2=CC(=CC1=CC=CC=C21)O)CC#N